1-((4-Fluorobenzyl)amino)-N-(2-morpholinoethyl)-10H-phenothiazine-3-carboxamide FC1=CC=C(CNC2=CC(=CC=3SC4=CC=CC=C4NC23)C(=O)NCCN2CCOCC2)C=C1